3-[[5-[3-(Difluoromethyl)-4-fluoro-phenyl]-2-methyl-3-pyridyl]methyl]-1,3-oxazinan-2-one FC(C=1C=C(C=CC1F)C=1C=C(C(=NC1)C)CN1C(OCCC1)=O)F